C(#N)C(C(=O)NCCNC(C(=C)C)=O)=C1C2=CC=CC=C2SC=2C=CC=CC12 N-(2-(2-cyano-2-(9H-thioxanthen-9-ylidene)acetamido)ethyl)methacrylamide